COC(C(C)(C)[C@@H]1[C@@H](C([C@H](C1)N1C=2N=C(NC(C2N=C1)=O)N)=C)OC(C(C)C)=O)=O ((1R,2S,4S)-4-(2-amino-6-oxo-1H-purin-9(6H)-yl)-2-(isobutyryloxy)-3-methylenecyclopentyl)isobutyric acid methyl ester